C(C)OC1=C(C=C2C(N(C(C2=C1)=O)C1=NC(=NC=C1F)C1=NC=CC=N1)CC)F 6-ethoxy-3-ethyl-5-fluoro-2-(5-fluoro-[2,2'-bipyrimidin]-4-yl)isoindolin-1-one